N-(1-methylazetidin-3-yl)-5-(1,5-naphthyridin-2-yl)pyrrolo[2,1-f][1,2,4]triazin-2-amine CN1CC(C1)NC1=NN2C(C=N1)=C(C=C2)C2=NC1=CC=CN=C1C=C2